CNC(=N)NC(=N)N 1-methylbiguanide